N1C(NC(C(C1)=O)=O)=O 1H,3H,5H-pyrimidinetrione